6-nitroquinoline [N+](=O)([O-])C=1C=C2C=CC=NC2=CC1